N-(3-Fluoro-5-(trifluoromethyl)phenyl)-2-hydroxy-5-methylbenzamide FC=1C=C(C=C(C1)C(F)(F)F)NC(C1=C(C=CC(=C1)C)O)=O